(2S,3S,4R,5R)-5-(2-(5-chloropyridin-3-yl)-6-(((4-methylpyridin-2-yl)methyl)amino)-9H-purin-9-yl)-N-ethyl-3,4-dihydroxyltetrahydrofuran-2-formamide ClC=1C=C(C=NC1)C1=NC(=C2N=CN(C2=N1)[C@H]1[C@@H]([C@@H]([C@H](O1)C(=O)NCC)O)O)NCC1=NC=CC(=C1)C